[4-(3-methylphenyl)-1H-pyrrol-2-yl](3,4,5-trimethoxyphenyl)methanone CC=1C=C(C=CC1)C=1C=C(NC1)C(=O)C1=CC(=C(C(=C1)OC)OC)OC